2-(3'-methoxyphenyl)benzimidazole-4-carboxamide magnesium [Mg].COC=1C=C(C=CC1)C=1NC2=C(N1)C=CC=C2C(=O)N